BrC=1C(=NC(=NC1)C)N(C(C)=O)C=1C(=[N+](C=CC1C)[O-])C 3-(N-(5-bromo-2-methylpyrimidin-4-yl)acetamido)-2,4-dimethylpyridine 1-oxide